CC=1OC=2C(C1)=C(C=CC2)C(=O)O 2-methylbenzofuran-4-carboxylic acid